N1(CCC1)CC(C(=O)NC1=CC(=C(C(=C1)Cl)C1=C(C=CC=C1)OC(F)(F)F)Cl)C1=CC=C(C=C1)S(=O)(=O)C 3-(azetidin-1-yl)-N-(2,6-dichloro-2'-(trifluoromethoxy)-[1,1'-biphenyl]-4-yl)-2-(4-(methylsulfonyl)phenyl)propanamide